ClC=1C(=C(C=CC1)[C@H](C)OC=1C2=C(N=CN1)C=CC(=N2)O[C@@H]2CN(CC2)C(C=C)=O)F 1-((S)-3-((4-((S)-1-(3-chloro-2-fluorophenyl)ethoxy)pyrido[3,2-d]pyrimidin-6-yl)oxy)pyrrolidin-1-yl)prop-2-en-1-one